C(C1=CC=CC=C1)OC(=O)NCC1=C(N=NN1C)C1=CC=C(C(=N1)COC)O[C@@H]1C[C@H](CCC1)C(=O)O (1S,3S)-3-((6-(5-((((benzyloxy)carbonyl)amino)methyl)-1-methyl-1H-1,2,3-triazol-4-yl)-2-(methoxy-methyl)pyridin-3-yl)oxy)cyclohexane-1-carboxylic acid